C(\C=C\C)N1C=C(C(=C(C1=O)C)C)C1=CC(=C(C=O)C(=C1)OC)OC 4-[1-[(E)-but-2-enyl]-4,5-dimethyl-6-oxo-3-pyridyl]-2,6-dimethoxy-benzaldehyde